tert-butyl (S)-2-allyl-4-(4-methoxybenzoyl)-3-oxo-2-(3-oxobutyl)piperazine-1-carboxylate C(C=C)[C@@]1(N(CCN(C1=O)C(C1=CC=C(C=C1)OC)=O)C(=O)OC(C)(C)C)CCC(C)=O